3-fluoro-2-hydroxy-5-(2-(pyrrolidin-1-yl)-4,5,6,7-tetrahydrothiazolo[5,4-c]pyridine-5-carbonyl)benzaldehyde FC=1C(=C(C=O)C=C(C1)C(=O)N1CC2=C(CC1)N=C(S2)N2CCCC2)O